N-(2,2'-dichloro-3'-(6-ethyl-5-formylpyridin-2-yl)-[1,1'-biphenyl]-3-yl)-1,3-dimethyl-2,4-dioxo-1,2,3,4-tetrahydropyrimidine-5-carboxamide ClC1=C(C=CC=C1NC(=O)C=1C(N(C(N(C1)C)=O)C)=O)C1=C(C(=CC=C1)C1=NC(=C(C=C1)C=O)CC)Cl